BrC1=C(C=CC=C1)C=1C(=NOC1C)C1=CC=CC=C1 4-(2-bromophenyl)-5-methyl-3-phenylisoxazole